C(=C)P(OC(CC(C)C)C)(OC(CC(C)C)C)=O bis(1,3-dimethylbutyl) vinylphosphonate